4-phenyl-4H-1,2,4-triazine C1(=CC=CC=C1)N1CN=NC=C1